C1=CCN2C3=C(C=C12)C=CC=C3 3H-benzo[b]pyrrolizine